2-amino-N-[4-(3-morpholinophenyl)thiazol-2-yl]acetamide NCC(=O)NC=1SC=C(N1)C1=CC(=CC=C1)N1CCOCC1